ClCC1=NC=C(N=C1C=1C=NN(C1)C)C1=CC=C(C=C1)Cl 2-(chloromethyl)-5-(4-chlorophenyl)-3-(1-methyl-1H-pyrazol-4-yl)pyrazine